CC(=CCC/C(=C/CC/C(=C/CC/C(=C\\CC/C(=C\\CC/C(=C\\CC/C(=C\\CC/C(=C\\CC/C(=C\\CC/C(=C\\CC/C(=C\\COP(=O)(O)OP(=O)(O)O[C@@H]1[C@@H]([C@H]([C@@H]([C@H](O1)CO)O)O[C@@H]2[C@H]([C@H]([C@@H]([C@H](O2)CO)O)O)O)NC(=O)C)/C)/C)/C)/C)/C)/C)/C)/C)/C)/C)C The molecule is a polyprenyl phospho oligosaccharide that consists of a alpha-D-mannosyl-(1->3)-N-acetyl-alpha-D-glucosaminyl moiety linked via a diphospho group to ditrans,octacis-undecaprenol. It is a conjugate acid of an alpha-D-mannosyl-(1->3)-N-acetyl-alpha-D-glucosaminyl-1-diphospho-ditrans,polycis-undecaprenol(2-).